tertbutyl N-[[(2S)-2-[(4-methoxy 1H-indole-2-carbonyl)amino] 4-methyl-pentanoyl]amino]carbamate COC1=C2C=C(NC2=CC=C1)C(=O)N[C@H](C(=O)NNC(OC(C)(C)C)=O)CC(C)C